C(C)(C)(C)SC1=C(N(C2=CC=C(C=C12)OCC1=NC=C(C=C1)C)CC1=CC=C(C=C1)C=1C=NC(=CC1)OCC)CC(C(=O)[O-])(C)C.[Na+] sodium 3-(3-(tert-butylthio)-1-(4-(6-ethoxypyridin-3-yl)benzyl)-5-((5-methylpyridin-2-yl)methoxy)-1H-indol-2-yl)-2,2-dimethylpropanoate